C(C)(C)(C)C1=CC=C(C=C1)NC1CCC(CC1)C(=O)NC=1C=NN(C1)C(=O)OC(C)(C)C tert-butyl 4-(4-((4-(tert-butyl) phenyl) amino) cyclohexane-1-carboxamido)-1H-pyrazole-1-carboxylate